1-(chloromethyl)-3-methoxymethanesulfonylbenzene ClCC1=CC(=CC=C1)S(=O)(=O)COC